NC1=NC=C(C(=C1)C1=NNC2=NC(=CN=C21)N2CCC1([C@@H](COC1)N)CC2)Cl (4S)-8-[3-(2-amino-5-chloropyridin-4-yl)-1H-pyrazolo[3,4-b]pyrazin-6-yl]-2-oxa-8-azaspiro[4.5]-decan-4-amine